CC1=C(C(NC2=CN=CC=C12)=O)C1=NN([C@H](C1)C1=CC=C(C=C1)C)C(CC)=O (R)-4-methyl-3-(1-propionyl-5-(p-tolyl)-4,5-dihydro-1H-pyrazol-3-yl)-1,7-naphthyridin-2(1H)-one